C(CCCCCCCCCCCCCCCCC)P(O)(O)(O)CCCCCCCCCCCCCCCCCC.P(OCCCCCCCCCCCCCCCCCC)(OCCCCCCCCCCCCCCCCCC)O dioctadecyl hydrogen phosphite (distearyl hydrogen phosphite)